1-((7-(6-chloro-1-((3s,4s)-4-fluoropyrrolidin-3-yl)-1,2,3,4-tetrahydroquinolin-8-yl)thieno[3,2-b]pyridin-2-yl)methyl)pyrrolidine-2,5-dione ClC=1C=C2CCCN(C2=C(C1)C1=C2C(=NC=C1)C=C(S2)CN2C(CCC2=O)=O)[C@H]2CNC[C@@H]2F